(4-chloro-2-fluorophenyl)-5-[(3-fluoro-2-methanesulfonylpyridin-4-yl)methyl]-4-methylpyridin-3-amine ClC1=CC(=C(C=C1)C1=NC=C(C(=C1N)C)CC1=C(C(=NC=C1)S(=O)(=O)C)F)F